CC(C=O)CC1=CC2=C(C=C1)OCO2 2-methyl-3-(3,4-methylenedioxyphenyl)-propanal